3-chloro-5-phenyl-8-oxatricyclo[7.4.0.02,7]trideca-1(9),2,4,6,10,12-hexaen ClC1=C2C=3C=CC=CC3OC2=CC(=C1)C1=CC=CC=C1